ClC1=CC(=NC=C1)C(CCN1CCCC1)N 1-(4-chloropyridin-2-yl)-3-(pyrrolidin-1-yl)propan-1-amine